C(#N)C(C(=O)NC(OCC)=O)=NNC1=CC(=C(C(=C1)Cl)OC=1C=NC(=CC1)OC(C)C)Cl ethyl (2-cyano-2-(2-(3,5-dichloro-4-((6-isopropoxypyridin-3-yl)oxy)phenyl)hydrazono)acetyl)carbamate